C12CCC(CC1)C(=O)OC2=O 1,4-cyclohexanedicarboxylic anhydride